COC1=CC=C(C=C1)CC#N 2-(4-methoxyphenyl)acetonitrile